N-[(3R,6S)-6-[5-(4-chlorophenyl)-1,3,4-oxadiazol-2-yl]piperidin-3-yl]-2-[(1s,3s)-3-(trifluoromethoxy)cyclobutoxy]acetamide ClC1=CC=C(C=C1)C1=NN=C(O1)[C@@H]1CC[C@H](CN1)NC(COC1CC(C1)OC(F)(F)F)=O